C(CCCCCCCCCCCCCCC(C)C)(=O)O.COC dimethyl ether isostearate